ClC(S(=O)(=O)OS(=O)(=O)C(Cl)(Cl)Cl)(Cl)Cl Trichloromethanesulfonic anhydride